[N+](=[N-])=C1C(C(=O)O)C=CC=C1.OCC(CO)(CO)CO.OCC(CO)(CO)CO dipentaerythritol (4-diazo)benzoate